C(CCC)OC(=O)NCC(=O)O butyloxycarbonyl-glycine